[Si](C)(C)(C(C)(C)C)OCCCCC1=C(C(=NC=C1)C(=C)C)[N+](=O)[O-] 4-(4-((tert-butyldimethylsilyl)oxy)butyl)-3-nitro-2-(prop-1-en-2-yl)pyridine